3-(phenylsulfonyl)-1,2,5-oxadiazol 2-oxide C1(=CC=CC=C1)S(=O)(=O)C1=[N+](ON=C1)[O-]